N-(trideuteromethoxycarbonyl)-L-valine [2H]C(OC(=O)N[C@@H](C(C)C)C(=O)O)([2H])[2H]